methyl 4-(benzenesulfonyl)-1-methyl-pyrazole-3-carboxylate C1(=CC=CC=C1)S(=O)(=O)C=1C(=NN(C1)C)C(=O)OC